FC1=C(C=CC(=C1)S(F)(F)(F)(F)F)[C@@H](C)N (R)-1-(2-fluoro-4-(pentafluoro-λ6-sulfanyl)phenyl)ethan-1-amine